1,5-dihydro-3,4-dimethyl-2H-pyrrol-2-one CC=1C(NCC1C)=O